ClC=1C=C(NCC2CCCCCC2)C=C(C1)Cl 3,5-dichloro-N-(cycloheptylmethyl)aniline